P(OC1=CC=CC=C1)(OC1=CC=CC=C1)OCO[C@@H](CN1C2=NC=NC(=C2N=C1)NC(C1=CC=CC=C1)=O)C diphenyl (R)-(((1-(6-benzamido-9H-purin-9-yl) propan-2-yl) oxy) methyl) phosphite